N-(2-ethylphenyl)-3,8-diazabicyclo[3.2.1]Octane-8-carboxamide C(C)C1=C(C=CC=C1)NC(=O)N1C2CNCC1CC2